Benzyl 3'-Bromo-5-Oxo-5,7-Dihydro-3H-Spiro[Benzo[1,2-c:4,5-c']Difuran-1,4'-Piperidine]-1'-Carboxylate BrC1CN(CCC12C1=C(CO2)C=C2C(COC2=O)=C1)C(=O)OCC1=CC=CC=C1